CN(C1=NC=NC2=C(C=C(C=C12)C(F)(F)F)C(F)(F)F)C(C)C1=NC=CN=C1N1N=CC=N1 N-methyl-N-[1-[3-(triazol-2-yl)pyrazin-2-yl]ethyl]-6,8-bis(trifluoromethyl)quinazolin-4-amine